C(\C=C\C(=O)OC)(=O)OC methyl methyl (2E)-but-2-ene-1,4-dioate